COC=1C=C(CO)C=C(C1C(C)C)OC 3,5-dimethoxy-4-isopropylbenzyl alcohol